Tert-butyl (4-amino-2-fluorophenyl)(cyclopropyl)carbamate NC1=CC(=C(C=C1)N(C(OC(C)(C)C)=O)C1CC1)F